2,3,5-Trithiahexane CSSCSC